tert-butyl 2-(4-(4-(4-(hydroxyamino)but-3-yn-1-yl)phenyl)-2,3,9-trimethyl-6H-thieno[3,2-f][1,2,4]triazolo[4,3-a][1,4]diazepin-6-yl)acetate ONC#CCCC1=CC=C(C=C1)C1=NC(C=2N(C3=C1C(=C(S3)C)C)C(=NN2)C)CC(=O)OC(C)(C)C